COC[C@@H]1C[C@H](CC1)C1=NC2=CC=C(C=C2C=C1)CO (2-((1S,3s)-3-(methoxymethyl)cyclopentyl)quinolin-6-yl)methanol